5,6-dihydropyrrolo[2,1-a]isoquinoline-3-carboxylate C=1C=C(N2C1C1=CC=CC=C1CC2)C(=O)[O-]